ClC1=C2C(N(C(NC2=C(C=C1)S(=O)(=O)C1=CC(=C2C=CN(C2=C1)C1CC(C1)C)F)=O)O)=O 5-chloro-8-((4-fluoro-1-((1r,3r)-3-methylcyclobutyl)-1H-indol-6-yl)sulfonyl)-3-hydroxyquinazoline-2,4(1H,3H)-dione